F[C@@H]\1[C@@]2(C[C@H]([C@](C/C1=C\C=1N=NC(=CN1)C1=C(C=C(C=C1)N1C=NC=C1)O)(N2)C)F)C 2-(3-((E)-((1S,2S,5S,6R)-2,6-difluoro-1,5-dimethyl-8-azabicyclo[3.2.1]octan-3-ylidene)methyl)-1,2,4-triazin-6-yl)-5-(1H-imidazol-1-yl)phenol